3-[2-[2-[2-[2-[[2-(1-methyl-2,6-dioxo-3-piperidyl)-1,3-dioxo-isoindolin-4-yl]amino]ethoxy]ethoxy]ethoxy]ethoxy]propanoic acid CN1C(C(CCC1=O)N1C(C2=CC=CC(=C2C1=O)NCCOCCOCCOCCOCCC(=O)O)=O)=O